NC1=NNC(=C1)C1=CC=C(C=C1)OC 3-amino-5-(4-methoxyphenyl)pyrazole